Methyl ((1R,3R)-3-(3-methyl-2-oxo-6-((4-(pyridin-4-yl)thiazol-2-yl)amino)-2,3-dihydro-1H-imidazo[4,5-c]pyridin-1-yl)cyclopentyl)carbamate CN1C(N(C2=C1C=NC(=C2)NC=2SC=C(N2)C2=CC=NC=C2)[C@H]2C[C@@H](CC2)NC(OC)=O)=O